4-(1-isobutyl-3-(6-(trifluoromethyl)pyridin-3-yl)-1H-pyrrolo[2,3-b]pyridine-6-carbonyl)-3,3-dimethylpiperazin-2-one C(C(C)C)N1C=C(C=2C1=NC(=CC2)C(=O)N2C(C(NCC2)=O)(C)C)C=2C=NC(=CC2)C(F)(F)F